6-[1-(2,4-difluorophenyl)-4-hydroxy-pyrazolo[3,4-d]pyrimidin-6-yl]-3-(2-fluoroethyl)-3,6-diazabicyclo[3.1.1]heptan-2-one FC1=C(C=CC(=C1)F)N1N=CC=2C1=NC(=NC2O)N2C1CN(C(C2C1)=O)CCF